C(CC)(=O)O.C(CCCCCCCCCCC)C1=C(C=CC=C1)S(=O)(=O)O dodecyl-benzenesulfonic acid propionate